1-(((1-((tert-butyldimethylsilyl)oxy)methyl)cyclobutyl)methyl)-6-chloro-3-(3-((Methanesulfonyl)methyl)azetidin-1-yl)-1H-pyrazolo[4,3-c]pyridine [Si](C)(C)(C(C)(C)C)OCC1(CCC1)CN1N=C(C=2C=NC(=CC21)Cl)N2CC(C2)CS(=O)(=O)C